1-(2,5-dimethoxy-4-propan-2-ylsulfanylphenyl)propan-2-amine COC1=C(C=C(C(=C1)SC(C)C)OC)CC(C)N